Cl.N(=NCCCC(=N)N)CCCC(=N)N azobis-butanamidine hydrochloride